FC1=C(C=CC(=C1)C(F)(F)F)C1=NN(C=2C1=NC=CC2)C2CN(C2)C(C=C)=O 1-(3-(3-(2-fluoro-4-(trifluoro-methyl)phenyl)-1H-pyrazolo[4,3-b]pyridin-1-yl)azetidin-1-yl)prop-2-en-1-one